ClC=1C=C(C=C(C1)Cl)N1CCN(CC1)S(=O)(=O)C1=CC=C(C=C1)NC(C1=C(C=CC(=C1)C#CCN1C(C2=CC=CC=C2C1=O)=O)N(S(=O)(=O)C)C)=O N-(4-((4-(3,5-dichlorophenyl)piperazin-1-yl)sulfonyl)phenyl)-5-(3-(1,3-dioxoisoindolin-2-yl)prop-1-yn-1-yl)-2-(N-methylmethylsulfonamido)benzamide